N-(6-((4-(aminomethyl)-1H-pyrazol-1-yl)methyl)-4-methoxybenzo[d]isoxazol-3-yl)-5-ethyl-2-(2-(2-oxooxazolidin-3-yl)ethoxy)benzenesulfonamide NCC=1C=NN(C1)CC1=CC2=C(C(=NO2)NS(=O)(=O)C2=C(C=CC(=C2)CC)OCCN2C(OCC2)=O)C(=C1)OC